1-(mercaptomethyl)cyclopropyl-acetic acid SCC1(CC1)CC(=O)O